FC=1C=C(C=C(C1)F)[C@H]1N(OCC1)C(=O)[C@@H]1CC[C@H](CC1)CC=1C(=NC=C(C1)F)C trans-[(3S)-3-(3,5-difluorophenyl)isoxazolidin-2-yl]-[4-[(5-fluoro-2-methyl-3-pyridyl)methyl]cyclohexyl]methanone